tert-Butyl-1-oxa-4,9-diazaspiro[5.5]undecane C(C)(C)(C)C1OC2(CNC1)CCNCC2